4-bromo-2-[(1RS)-1-(dimethylamino)ethyl]-1-{[2-(trimethylsilyl)ethoxy]methyl}-1,6-dihydro-7H-pyrrolo[2,3-c]pyridin-7-one BrC=1C2=C(C(NC1)=O)N(C(=C2)[C@@H](C)N(C)C)COCC[Si](C)(C)C |r|